ClC=1C=CC(=NC1)[C@@]1(OC2=C(C=CC=C2C=C1)C1CCN(CC1)CC1=NC=2C(=NC(=CC2)C(=O)O)N1C[C@H]1OCC1)[2H] 2-((4-((R)-2-(5-chloropyridin-2-yl)-2H-chromen-8-yl-2-d)piperidin-1-yl)methyl)-3-(((S)-oxetan-2-yl)methyl)-3H-imidazo[4,5-b]pyridine-5-carboxylic acid